(4-(4-fluorophenyl)-3-methylpiperazin-1-yl)(naphthalen-1-yl)methanone FC1=CC=C(C=C1)N1C(CN(CC1)C(=O)C1=CC=CC2=CC=CC=C12)C